5-(3-fluoropropyl)-4-methoxy-pyrimidin-2-amine FCCCC=1C(=NC(=NC1)N)OC